rac-(2R,3S,4S,5R)-3-(3,4-difluorophenyl)-4,5-dimethyl-5-(trifluoromethyl)tetrahydrofuran-2-carboxylic acid FC=1C=C(C=CC1F)[C@H]1[C@@H](O[C@]([C@H]1C)(C(F)(F)F)C)C(=O)O |r|